SCC(CS)(CS)CS 2,2-bis(mercaptomethyl)-1,3-dimercaptopropane